N-(4-((2-(1,1-difluoroethyl)-6-methylpyrimidin-4-yl)amino)-5-(5-methoxypyridazin-3-yl)pyridin-2-yl)acetamide FC(C)(F)C1=NC(=CC(=N1)NC1=CC(=NC=C1C=1N=NC=C(C1)OC)NC(C)=O)C